C(C)OCOC=1C(=C(C=O)C=CC1C1=NN=C(C2=CC=CC=C12)NC1CC(C1)(C)O)F 3-(ethoxymethoxy)-2-fluoro-4-(4-(((cis)-3-hydroxyl-3-methylcyclobutyl)amino)phthalazin-1-yl)benzaldehyde